NC=1C=2N(C=CN1)C(=NC2C2=CC=C1C=CC(=NC1=C2)C2=CC=CC=C2)C2CCC(OC2)C2(CC2)O (5-(8-amino-1-(2-phenylquinolin-7-yl)imidazo[1,5-A]pyrazin-3-yl)tetrahydropyran-2-yl)cyclopropane-1-ol